ClC1=CC=C(C=C1)COC(=O)N=NC(=O)OCC1=CC=C(C=C1)Cl N-({[(4-chlorophenyl)methoxy]carbonyl}imino)[(4-chlorophenyl)methoxy]formamide